2-(2-(benzyloxy)pyridin-4-yl)propyl-4-methylbenzenesulfonic acid C(C1=CC=CC=C1)OC1=NC=CC(=C1)C(CC1=C(C=CC(=C1)C)S(=O)(=O)O)C